FC(C(=O)O)(F)F.NC1=NN2C(N=CC=C2)=C1C(=O)NC(C)C=1C=C(C=2N(C1N1C[C@@H]([C@H](C1)O)F)C=NC2)Cl 2-Amino-N-(1-(8-chloro-5-((3S,4S)-3-fluoro-4-hydroxypyrrolidin-1-yl)imidazo[1,5-a]pyridin-6-yl)ethyl)pyrazolo[1,5-a]pyrimidine-3-carboxamide trifluoroacetate salt